C1(=CC=CC=C1)[Se]CC(=O)NC(OC(C)(C)C)=O tert-butyl (2-(phenylselanyl) acetyl)carbamate